ClC1=NC=C(C(=N1)NCC1=CC(=C(C=C1)C=1N(C=C(N1)C(F)(F)F)C)F)CNC(OC(C)(C)C)=O tert-butyl ((2-chloro-4-((3-fluoro-4-(1-methyl-4-(trifluoromethyl)-1H-imidazol-2-yl)benzyl)amino)pyrimidin-5-yl)methyl)carbamate